C(C(C)(C)C)(=O)OC=1C=CC2=C(SCCC=C2C2=CC=C(C=C2)CC2CN(CC2)CCCF)C1 5-(4-((1-(3-fluoropropyl)pyrrolidin-3-yl)methyl)phenyl)-2,3-dihydrobenzo[b]thiepin-8-yl pivalate